C1(=CC=CC=C1)C(C#N)=CC=1NC=CC1 2-phenyl-3-(1H-pyrrol-2-yl)acrylonitrile